N-(5-Methoxy-1-methyl-1H-pyrazol-3-yl)-5-methyl-2-(1-methyl-1H-imidazol-2-yl)-6-(1-methyl-1H-pyrazol-3-yl)pyrrolo[2,1-f][1,2,4]triazin-4-amine COC1=CC(=NN1C)NC1=NC(=NN2C1=C(C(=C2)C2=NN(C=C2)C)C)C=2N(C=CN2)C